BrC=1C(=NC(=NC1)NC1=CC(=C(C(=C1)OC)OC)OC)NC1=CC=C(C(=O)NC)C=C1 4-((5-bromo-2-((3,4,5-trimethoxyphenyl)amino)pyrimidin-4-yl)amino)-N-methylbenzamide